α-bromo-iso-butanoic acid BrC(C(=O)O)(C)C